1,1'-di(n-propylphenyl)-4,4'-bipyridinium difluoroborate B([O-])(F)F.C(CC)C1=C(C=CC=C1)[N+]1=CC=C(C=C1)C1=CC=[N+](C=C1)C1=C(C=CC=C1)CCC.B([O-])(F)F